(Z)-4-((4-bromo-5-(dimethylamino)thiophen-2-yl)methylene)-3-(trifluoromethyl)isoxazol-5(4H)-one BrC=1C=C(SC1N(C)C)\C=C/1\C(=NOC1=O)C(F)(F)F